N-(4-{[6,7-bis(methyloxy)quinolin-4-yl]oxy}phenyl)-N'-[3-(piperidin-1-ylmethyl)phenyl]cyclopropane-1,1-dicarboxamide COC=1C=C2C(=CC=NC2=CC1OC)OC1=CC=C(C=C1)NC(=O)C1(CC1)C(=O)NC1=CC(=CC=C1)CN1CCCCC1